OC(C(CC(=O)O)C(=O)O)C(=O)O 1-hydroxypropane-1,2,3-tricarboxylic acid